BrC=1C=C(C=CC1)N1C(=C(C(=C1C1=CC=CC=C1)C1=CC=CC=C1)C1=CC=CC=C1)C1=CC=CC=C1 1-(3-bromophenyl)-2,3,4,5-tetraphenyl-1H-pyrrole